C(C)(SCC1=CC=C(C=C1)C(NCCNC(=O)OC(C)(C)C)=O)=O S-(4-((2-((tert-butoxycarbonyl)amino)ethyl)carbamoyl)benzyl) ethanethioate